stearyl-(3,5-di-tert-butyl-4-hydroxyphenyl)propanoic acid C(CCCCCCCCCCCCCCCCC)C(C(=O)O)(C)C1=CC(=C(C(=C1)C(C)(C)C)O)C(C)(C)C